9-phenyl-9H-carbazole-3-yltriphenylamine C1(=CC=CC=C1)N1C2=CC=CC=C2C=2C=C(C=CC12)C1=C(C=CC=C1)N(C1=CC=CC=C1)C1=CC=CC=C1